C(C)(C)(CC(C)(C)C)S t-octanethiol